OC1=CC=C(C=C1)C=CNC=O N-(4-hydroxyphenyl)vinylformamide